ClC1=CC=C2C(C=CN(C2=N1)C1=C(C=C(C=C1F)F)F)=O 7-chloro-4-oxo-1-(2,4,6-trifluorophenyl)-1,4-dihydro-1,8-naphthyridine